ONC(=O)C1=NN(C=2C(N(CCC21)C2=CC=C(C=C2)N2C(CCCC2)=O)=O)C2=CC=C(C=C2)OC N-hydroxy-1-(4-methoxyphenyl)-7-oxo-6-(4-(2-oxopiperidin-1-yl)phenyl)-4,5,6,7-tetrahydro-1H-pyrazolo[3,4-c]pyridine-3-carboxamide